(S)-N-(5-(1-(4-(((tert-butyldimethylsilyl)oxy)methyl)phenyl)piperidin-4-yl)pyridin-2-yl)-4-(3-phenylisoxazolidin-2-yl)-5-(trifluoromethyl)pyrimidin-2-amine [Si](C)(C)(C(C)(C)C)OCC1=CC=C(C=C1)N1CCC(CC1)C=1C=CC(=NC1)NC1=NC=C(C(=N1)N1OCC[C@H]1C1=CC=CC=C1)C(F)(F)F